Ethyl 2-(2-{[7-(1-methyl-1H-pyrazol-4-yl) isoquinolin-1-yl] amino} ethyl)-2,3-dihydro-1H-isoindole-5-carboxylate CN1N=CC(=C1)C1=CC=C2C=CN=C(C2=C1)NCCN1CC2=CC=C(C=C2C1)C(=O)OCC